ClC1=CC2=C(C=3C4=CC=CC=C4C4=C(C3C=3C=CC(=CC23)Cl)C=CC=C4)C=C1 3,6-dichlorodibenzo[g,p]chrysene